CNC1=NC=C(C2=CC(=NC=C12)N)C1=NN2C(C=CC(=C2)N2CC3CN(CC(C2)O3)C)=N1 N1-methyl-4-(6-(7-methyl-9-oxa-3,7-diazabicyclo[3.3.1]nonan-3-yl)-[1,2,4]triazolo[1,5-a]pyridin-2-yl)-2,7-naphthyridine-1,6-diamine